N-(9-{(1R,5R,7R,8S)-8-(benzyloxy)-5-[(benzyloxy)methyl]-6-oxa-2-azabicyclo[3.2.1]Oct-7-yl}-9H-purin-6-yl)benzamide C(C1=CC=CC=C1)O[C@H]1[C@H]2NCC[C@@]1(O[C@H]2N2C1=NC=NC(=C1N=C2)NC(C2=CC=CC=C2)=O)COCC2=CC=CC=C2